C(C)(C)OC=1C=CC(=NC1)C1=NSC(=N1)NC1=NC=C(C=C1C(F)(F)F)C(C)C 3-(5-isopropoxy-pyridin-2-yl)-N-(5-isopropyl-3-(trifluoromethyl)pyridin-2-yl)-1,2,4-thiadiazol-5-amine